tert-butyl 5-bromo-3-(oxetan-3-yl)indazole-1-carboxylate BrC=1C=C2C(=NN(C2=CC1)C(=O)OC(C)(C)C)C1COC1